C(CC(C)CCC=C(C)C)(=O)Cl citronellic acid chloride